C(C1=CC=CC=C1)C(CC1=NC=CC=C1C)=C(C1=CC=CC=C1)C1=CC=CC=C1 2-(2-benzyl-3,3-diphenylallyl)-3-methylpyridine